4-(4-chlorophenyl)-1-((3-((S)-1-hydroxyethyl)-1-(3-(trifluoromethyl)phenyl)-1H-1,2,4-triazol-5-yl)methyl)-3-((S)-3,3,3-trifluoro-2-hydroxypropyl)-1,3-dihydro-2H-imidazol-2-one ClC1=CC=C(C=C1)C=1N(C(N(C1)CC1=NC(=NN1C1=CC(=CC=C1)C(F)(F)F)[C@H](C)O)=O)C[C@@H](C(F)(F)F)O